FC(C1=NN=C(O1)C1=CC=C(CN2N=NC(=C2)C=2C=CC(=C(C2)N2CCN(CC2)C(=O)OC(C)(C)C)F)C=C1)F tert-butyl 4-(5-(1-(4-(5-(difluoromethyl)-1,3,4-oxadiazol-2-yl)benzyl)-1H-1,2,3-triazol-4-yl)-2-fluorophenyl)piperazin-1-carboxylate